(1S,2S,4S,6R)-3,8,9-trioxatricyclo[4.2.1.02,4]nonane [C@H]12[C@H]3O[C@H]3C[C@H](CO1)O2